OC1=C(C=CC=C1)C(C1=CC=CC=C1)=O 2'-hydroxybenzophenone